C(C)(=O)OC1C(CCCC1)(OO[Si](CC)(CC)CC)C 2-Methyl-2-((triethylsilyl)peroxy)cyclohexyl acetate